salicylideneaniline C(C=1C(O)=CC=CC1)=NC1=CC=CC=C1